5-(7-isopropyl-2-(1-(oxetan-3-yl)piperidin-4-yl)-5H-pyrrolo[3,2-d]pyrimidin-6-yl)-1,3-dimethylpyridin-2(1H)-one C(C)(C)C1=C(NC2=C1N=C(N=C2)C2CCN(CC2)C2COC2)C=2C=C(C(N(C2)C)=O)C